ClC1=NC(=CC(=C1CO)I)Cl (2,6-dichloro-4-iodopyridin-3-yl)methanol